C(C)C(C=O)CCCCCC 2-Ethyloctanal